17-(cyclopropylmethyl)-3-carboxyl-4,14-dihydroxymorphinan-6-one C1(CC1)CN1[C@H]2[C@@]3(CCC(C[C@@]3(C=3C(=C(C=CC3C2)C(=O)O)O)CC1)=O)O